5-methoxy-1,3,4-thiadiazol-2-one COC1=NNC(S1)=O